OC1(CC(C1)N1C(=NC2=C1C(=CC(=C2)O)C(F)(F)F)C(C)(C)O)C 1-((cis)-3-hydroxy-3-methylcyclobutyl)-2-(2-hydroxypropan-2-yl)-7-(trifluoromethyl)-1H-benzo[d]imidazol-5-ol